[Ru].ClC1=C(CC(P(C2CCCCC2)(C2CCCCC2)C2CCCCC2)P(C2CCCCC2)(C2CCCCC2)C2CCCCC2)C=CC=C1 (2-chlorobenzyl-methylene)bis(tricyclohexylphosphine) ruthenium